C1(CC1)C=1C=C2C(=NC(=NC2=C(C1C1=C2C=NN(C2=CC=C1C)C1OCCCC1)O)OC1CCOCC1)N1C2CN(C(C1)C2)C(=O)[O-] 5-(6-cyclopropyl-8-hydroxy-7-(5-methyl-1-(tetrahydro-2H-pyran-2-yl)-1H-indazol-4-yl)-2-((tetrahydro-2H-pyran-4-yl)oxy)quinazolin-4-yl)-2,5-diazabicyclo[2.2.1]heptane-2-carboxylate